hexyltriazole C(CCCCC)C=1N=NNC1